7-chloro-4'-[1-(dimethylamino)ethyl]-4-methylspiro[1,3-benzodioxole-2,1'-cyclohexane]-5-carboxylic acid ClC1=CC(=C(C2=C1OC1(CCC(CC1)C(C)N(C)C)O2)C)C(=O)O